COC(C(=O)O)CC1=CC=C(C=C1)OC 2-methoxy-3-(4-methoxyphenyl)propionic acid